(3S,10S,14R)-1-[5-(aminomethyl)pyridin-2-yl]-3-[(naphthalen-2-yl)methyl]-1,4,12-trioxo-2,5,11,13-tetraazahexadecane-10,14,16-tricarboxylic acid NCC=1C=CC(=NC1)C(N[C@H](C(NCCCC[C@H](NC(N[C@H](CCC(=O)O)C(=O)O)=O)C(=O)O)=O)CC1=CC2=CC=CC=C2C=C1)=O